4-hydroxy-3-methoxy-5-((trimethylsilyl)ethynyl)benzaldehyde OC1=C(C=C(C=O)C=C1C#C[Si](C)(C)C)OC